CNCCOC=1C=NC=CC1C1=C(C2=NC=CC=C2N1)C1=CC(=CC=C1)OC(F)(F)F N-methyl-2-[(4-{3-[3-(trifluoromethoxy)phenyl]-1H-pyrrolo[3,2-b]pyridin-2-yl}pyridin-3-yl)oxy]ethan-1-amine